C(N)(=O)C1=CC=NN1[C@@H]([C@H](C)C=1N(C(C(=C(N1)C(=O)NC=1C=NOC1)O)=O)C)C1=C(C=CC=C1)Cl 2-((1S,2S)-1-(5-carbamoyl-1H-pyrazol-1-yl)-1-(2-chlorophenyl)propan-2-yl)-5-hydroxy-N-(isoxazol-4-yl)-1-methyl-6-oxo-1,6-dihydropyrimidine-4-carboxamide